C(C)OC=1C=C(C=CC1)C1=NN=C(S1)NC(=O)C=1C(N(C2=CC=CC=C2C1O)CC)=O N-(5-(3-ethoxyphenyl)-1,3,4-thiadiazol-2-yl)-1-ethyl-4-hydroxy-2-quinolone-3-carboxamide